1-(3,5-bis(trifluoromethyl)phenyl)-4,4,4-trifluorobutane-1,3-dione FC(C=1C=C(C=C(C1)C(F)(F)F)C(CC(C(F)(F)F)=O)=O)(F)F